3,4-bis(4-methylphenyl)-2,5-dinitrothiophene CC1=CC=C(C=C1)C1=C(SC(=C1C1=CC=C(C=C1)C)[N+](=O)[O-])[N+](=O)[O-]